O=C1NC(CCC1N1C(C2=C3C(C(=CC=C13)C1CCC(CC1)C(=O)OC)=CC=C2)=O)=O methyl 4-[1-(2,6-dioxo-3-piperidyl)-2-oxo-benzo[cd]indol-6-yl]cyclohexanecarboxylate